C(C)(C)(C)OC(NCC1=C(C=C(C=C1)C1=NC(=NC=C1)NC=1C=NN(C1)C)C)=O 2-methyl-4-(2-((1-methyl-1H-pyrazol-4-yl)amino)pyrimidin-4-yl)benzylcarbamic acid tert-butyl ester